methyl-4-(4,4,5,5-tetramethyl-1,3,2-dioxaborolan-2-yl)-1H-pyrrolo[2,3-b]pyridine CN1C=CC=2C1=NC=CC2B2OC(C(O2)(C)C)(C)C